ClC1=CC=C(CSC=2OC3=C(N2)C(=CC=C3)C3=CC=CC=C3)C=C1 ((4-chlorobenzyl)thio)-4-phenylbenzo[d]oxazole